6-(2-hydroxy-2-methylpropoxy)-4-(6-(6-(4-(trifluoromethoxy)-benzyl)-3,6-diazabicyclo[3.1.1]heptan-3-yl)pyridin-3-yl)pyrazolo[1,5-a]pyridine-3-carbonitrile OC(COC=1C=C(C=2N(C1)N=CC2C#N)C=2C=NC(=CC2)N2CC1N(C(C2)C1)CC1=CC=C(C=C1)OC(F)(F)F)(C)C